CC1(CC=C(CC1)C=1N(C(C2=CC(=CC(=C2C1)C(C)NC1=C(C(=O)OC(C)(C)C)C=CC=C1)C)=O)C)C tert-butyl 2-((1-(3-(4,4-dimethylcyclohex-1-en-1-yl)-2,7-dimethyl-1-oxo-1,2-dihydroisoquinolin-5-yl)ethyl)amino)benzoate